4-benzyloxy-1-[3-(difluoromethyl)-4-fluoro-phenyl]-3-iodo-2-tetrahydropyran-4-yl-indole C(C1=CC=CC=C1)OC1=C2C(=C(N(C2=CC=C1)C1=CC(=C(C=C1)F)C(F)F)C1CCOCC1)I